tert-butyl 4-(((S)-1-((2S,4R)-4-hydroxy-2-((4-(4-methylthiazol-5-yl)benzyl)carbamoyl)pyrrolidin-1-yl)-3,3-dimethyl-1-oxobutan-2-yl)amino)-4-oxobutanoate O[C@@H]1C[C@H](N(C1)C([C@H](C(C)(C)C)NC(CCC(=O)OC(C)(C)C)=O)=O)C(NCC1=CC=C(C=C1)C1=C(N=CS1)C)=O